NC/C(/CN1N=CN(C1=O)C=1C=C(C=CC1)C1=CC(=CC=C1)C1=CC=C(C=C1)S(=O)(=O)C)=C\F 2-[(2E)-2-(aminomethyl)-3-fluoroprop-2-en-1-yl]-4-[4''-(methylsulfonyl)-1,1':3',1''-terphenyl-3-yl]-2,4-dihydro-3H-1,2,4-triazol-3-one